FC1=C(C=C(C=C1)C=1CCN(CC1)C(=O)OC(C)(C)C)OC=1C=C2C=NN(C2=CC1)C tert-butyl 4-(4-fluoro-3-((1-methyl-1H-indazol-5-yl) oxy) phenyl)-3,6-dihydropyridine-1(2H)-carboxylate